NC1=CC(=C(C=C1)N1CCC(CC1)C1CCN(CC1)C(=O)OC(C)(C)C)C(F)(F)F tert-butyl 1'-(4-amino-2-(trifluoromethyl)phenyl)-[4,4'-bipiperidine]-1-carboxylate